6-(5-fluoro-4-hydroxypyrimidin-2-yl)-8-[(2,4,5-trifluorophenyl)methyl]imidazo[1,2-a]pyrazine-2-carbonitrile FC=1C(=NC(=NC1)C=1N=C(C=2N(C1)C=C(N2)C#N)CC2=C(C=C(C(=C2)F)F)F)O